C(#N)[C@]1(COCC2=CC=C(C=C12)C(=O)NCC1=NC=C2C=CC(=NC2=C1)C1=NC(=CN=C1)N1C[C@@H](CC1)OC)C (S)-4-cyano-N-((2-(6-((R)-3-methoxypyrrolidin-1-yl)pyrazin-2-yl)-1,6-naphthyridin-7-yl)methyl)-4-methylisochromane-6-carboxamide